Cl.NC(C(=O)N1CCN(CC1)C(=O)NC1=NC(N(C=C1)C=1C=C2CC(CC2=CC1)N[C@@H]1C[C@H](CC1)N)=O)(C)C 4-(2-amino-2-methylpropionyl)-N-(1-(2-(((1S,3S)-3-aminocyclopentyl)amino)-2,3-dihydro-1H-inden-5-yl)-2-oxo-1,2-dihydropyrimidin-4-yl)piperazine-1-carboxamide hydrochloride